S1C(=CC=C1)NC1=CC=CC=C1 THIENYL-ANILIN